di-mesylate monohydrate O.S(C)(=O)(=O)O.S(C)(=O)(=O)O